[SiH3]O.[N] nitrogen silanol